(R)-N-hydroxy-4-naphthalen-2-yl-3-{4-[(3-phenyl-ureido)-methyl]-[1,2,3]triazol-1-yl}-butyramide ONC(C[C@@H](CC1=CC2=CC=CC=C2C=C1)N1N=NC(=C1)CNC(=O)NC1=CC=CC=C1)=O